CN1N=C(C=C1)C=1C=CC=2N(C1)C(=CN2)C(=O)NC2=C(C=CC(=C2)C2=NOC(=N2)C)C 6-(1-methyl-1H-pyrazol-3-yl)-N-(2-methyl-5-(5-methyl-1,2,4-oxadiazol-3-yl)phenyl)imidazo[1,2-a]pyridine-3-carboxamide